(+-)-3-(2-decyl-1,3-dioxan-4-yl)-1-(p-tolyl)propan-1-one sodium 8-phenyl-octanoate C1(=CC=CC=C1)CCCCCCCC(=O)[O-].[Na+].C(CCCCCCCCC)C1OCCC(O1)CCC(=O)C1=CC=C(C=C1)C